FC(OC1=NC2=CC(=CC(=C2N=C1)C=1SC2=C(N1)C=CC=C2OCC(=O)NC2=CC=CC=C2)C)F 2-(2-(2-(difluoromethoxy)-7-methylquinoxalin-5-yl)benzo[d]Thiazole-7-yloxy)-N-phenylacetamide